ClC=1C(=NC=CC1C=1C(=C(C=CC1)C1=CC=C(C(=N1)OC)CNC1CCOCC1)F)C1=CC(=C(C=C1)CNC1CCOCC1)OC N-((6-(3-(3-chloro-2-(3-methoxy-4-(((tetrahydro-2H-pyran-4-yl)amino)methyl)phenyl)pyridin-4-yl)-2-fluorophenyl)-2-methoxypyridin-3-yl)methyl)tetrahydro-2H-pyran-4-amine